BrC1=C2C=CC(C2=CC=C1)[Si]([Si](C)(C)C1C=CC=C1)(C)C 1-(4-bromo-1H-inden-1-yl)-2-(cyclopenta-2,4-dien-1-yl)-1,1,2,2-tetramethyldisilane